[C@H]1([C@H](O)[C@@H](O)[C@H](O)[C@H](O1)CO)O[C@@H](C=O)[C@@H](O)[C@H](O)[C@H](O)CO[C@@H]1[C@H](O)[C@@H](O)[C@H](O)[C@H](O1)CO α-D-Glucopyranosyl-(1→2)-[α-D-glucopyranosyl-(1→6)]-D-glucose